C(N)(=O)C=1C=C(C=CC1F)NC(=O)[C@H]1O[C@@]([C@H]([C@@H]1C1=C(C(=C(C=C1)F)F)OC)C)(C(F)(F)F)C (2S,3R,4S,5S)-N-(3-carbamoyl-4-fluoro-phenyl)-3-(3,4-difluoro-2-methoxy-phenyl)-4,5-dimethyl-5-(trifluoromethyl)tetrahydrofuran-2-carboxamide